(E)-2-(3-(1H-1,2,3-triazol-4-yl)but-2-en-1-yl)-3-((3-bromopyridin-2-yl)methyl)isoindolin-1-one N1N=NC(=C1)/C(=C/CN1C(C2=CC=CC=C2C1CC1=NC=CC=C1Br)=O)/C